C1=C(C=CC2=CC=CC=C12)OC1=CC2=CC=CC=C2C=C1 β-Naphthyl ether